2,4-dichloro-thioxanthone ClC1=CC=2C(C3=CC=CC=C3SC2C(=C1)Cl)=O